NC(C(=O)N[C@H](C(=C=O)N1CCC2(CC1)CN(C1=CC=C(C=C12)F)S(=O)(=O)C)COC([2H])([2H])C1=C(C(=C(C(=C1[2H])[2H])[2H])[2H])[2H])(C)C (R)-2-amino-N-(1-(5-fluoro-1-(methylsulfonyl)spiro[indoline-3,4'-piperidine]-1'-yl)-1-carbonyl-3-((phenyl-d5)methoxy-d2)propan-2-yl)-2-methylpropanamide